1-[3-[(4,5-dichloro-2-hydroxyphenyl)carbonyl]pyrrolidin-1-yl]ethan-1-one ClC1=CC(=C(C=C1Cl)C(=O)C1CN(CC1)C(C)=O)O